CN1C=2N(CC[C@@H](C1=O)C1=NC(=NN1)C(=O)N)C(=NC2)C (3R)-1,7-dimethyl-2-oxo-4,5-dihydro-3H-imidazo[1,5-a][1,3]diazepin-3-yl-1,2,4-triazole-3-carboxamide